2-CHLORO-3-METHOXYPHENYLBORONIC ACID ClC1=C(C=CC=C1OC)B(O)O